(2,4-dimethylphenyl)phosphin CC1=C(C=CC(=C1)C)P